[7-[6-(azetidine-1-carbonyl)-5-chloro-3-pyridyl]pyrazolo[1,5-a]pyridin-3-yl]-(1-piperidyl)methanone N1(CCC1)C(=O)C1=C(C=C(C=N1)C1=CC=CC=2N1N=CC2C(=O)N2CCCCC2)Cl